methyl (S)-6-(4-(3-(4-chloro-3-fluorophenyl)-1-((tetrahydrofuran-3-yl)methyl)-1H-pyrrolo[2,3-b]pyridine-6-carbonyl)-3,3-dimethylpiperazin-1-yl)-2,4-dimethylnicotinate ClC1=C(C=C(C=C1)C1=CN(C2=NC(=CC=C21)C(=O)N2C(CN(CC2)C2=NC(=C(C(=O)OC)C(=C2)C)C)(C)C)C[C@H]2COCC2)F